CC=1C=CC(=C(N)C1)[N+](=O)[O-] 5-methyl-2-nitroaniline